methyl-(E,E-hydroxyfarnesyl-acetone) CC(C(C)=O)C\C=C(/C)\CC\C=C(/C)\CCC=C(C)CO